bis(2-(piperazin-1-yl)propyl)amine N1(CCNCC1)C(CNCC(C)N1CCNCC1)C